N1N=CC2=C(C=CC=C12)CN1N=CC2=C(C1=O)N(C1=C2SC(=N1)CC1=CC=C(C(=O)N)C=C1)C 4-((6-((1H-indazol-4-yl)methyl)-4-methyl-5-oxo-5,6-dihydro-4H-thiazolo[5',4':4,5]pyrrolo[2,3-d]pyridazin-2-yl)methyl)benzamide